2-(carboxymethyl)propane-1,1,3-tricarboxylic acid C(=O)(O)CC(C(C(=O)O)C(=O)O)CC(=O)O